L-serine O-phosphate P(=O)(O)(O)OC[C@H](N)C(=O)O